C1=C(C=CC2=CC=CC=C12)[C@@]12CNC[C@H]2C1 (1R,5S)-(+)-1-(naphthalen-2-yl)-3-azabicyclo[3.1.0]hexane